FC(C(=O)O)(F)F.FC(C(=O)O)(F)F.N1C(=NC=C1)NC=1C(=C(C(=CC1)S(=O)(=O)NC[C@@H](CN)O)S(=O)(=O)N)C=1N=NNN1 (R)-4-((1H-imidazol-2-yl)amino)-N1-(3-amino-2-hydroxypropyl)-3-(2H-tetrazol-5-yl)benzene-1,2-disulfonamide bis(2,2,2-trifluoroacetate)